C1=NC=C(C2=CC=CC=C12)N1C(N(C[C@@H]1C#N)C1=CC(=NC=C1)C(F)(F)F)=O |r| racemic-3-(isoquinolin-4-yl)-2-oxo-1-(2-(trifluoromethyl)pyridin-4-yl)imidazoline-4-carbonitrile